N1=CC=C(C=C1)N(C1=CC=NC=C1)C1=CC=NC=C1 tri(pyridine-4-yl)amine